2-amino-6-borono-2-(1-(4-(trifluoromethyl)pyrimidin-2-yl)piperidin-4-yl)hexanoic acid NC(C(=O)O)(CCCCB(O)O)C1CCN(CC1)C1=NC=CC(=N1)C(F)(F)F